ClC1=NC(=NC=2NC3=CC(=C(C=C3C21)OC)C=2C(=NOC2C)C)C(=O)OCC ethyl 4-chloro-7-(3,5-dimethylisoxazol-4-yl)-6-methoxy-9H-pyrimido[4,5-b]indole-2-carboxylate